2,2-dimethylcyclobutan-1-one CC1(C(CC1)=O)C